NC1=NC2=C(C=3N1N=C(N3)C=3OC=CC3)C=NN2[C@](C(=O)NCC2=NC=CC=C2F)(C)C2=CC=CC=C2 (R)-2-(5-amino-2-(furan-2-yl)-7H-pyrazolo[4,3-e][1,2,4]triazolo[1,5-c]pyrimidin-7-yl)-N-((3-fluoropyridin-2-yl)methyl)-2-phenylpropanamide